BrC=1C=C(SC1Br)C(=O)O 4,5-dibromothiophene-2-carboxylic acid